C(CCCCCC)C1=C(C=CC=C1)NC(=O)N N-(heptylphenyl)urea